FC(C1=C(C(=O)O[Cu])C(=CC(=C1)C(F)(F)F)C(F)(F)F)(F)F ((2,4,6-tris(trifluoromethyl)benzoyl)oxy)copper